(E)-1-(2-(4-(trifluoromethyl)styryl)-6-azaspiro[3.4]octan-6-yl)prop-2-en-1-one FC(C1=CC=C(/C=C/C2CC3(C2)CN(CC3)C(C=C)=O)C=C1)(F)F